C=CC=CCCCCCCCCCCCCCC (9z,12z)-octadecadien